ClC1=C(C=CC=C1Cl)C(=O)N (2,3-dichlorophenyl)carboxamide